C(C)(C)(C)C=1C(=NC(=NC1C1=C(C=CC=C1)C)NS(=O)(=O)C=1C=NN(C1)C)OC1=CC=C(C=C1)CCP(=O)(C)C N-[5-tert-butyl-4-[4-(2-dimethylphosphorylethyl)phenoxy]-6-(o-tolyl)pyrimidin-2-yl]-1-methyl-pyrazole-4-sulfonamide